ClC1=CC=C(C=C1)/C=C/C(=O)C1=C(C=C(C=C1O[C@@H]1O[C@@H]([C@@H]([C@@H]([C@H]1O)O)O)CO)O)O (E)-3-(4-Chlorophenyl)-1-[2,4-dihydroxy-6-[(2S,3R,4S,5R,6R)-3,4,5-trihydroxy-6-(hydroxymethyl)oxan-2-yl]oxyphenyl]prop-2-en-1-one